5-chloro-3-cyclopropyl-N-((5-methyl-7-(trifluoromethyl)imidazo[1,2-a]pyridin-2-yl)methyl)pyrazolo[1,5-a]pyrimidin-7-amine ClC1=NC=2N(C(=C1)NCC=1N=C3N(C(=CC(=C3)C(F)(F)F)C)C1)N=CC2C2CC2